3β-(Tert-butyldimethylsilyloxy)-5α-androstan-17β-ol [Si](C)(C)(C(C)(C)C)O[C@@H]1C[C@@H]2CC[C@H]3[C@@H]4CC[C@@H]([C@@]4(C)CC[C@@H]3[C@]2(CC1)C)O